OC1(C(N(C2=CC=CC=C12)CC=1C=C2C=CC=NC2=CC1)=O)C1=CC=C(C=C1)S(=O)(=O)N 4-[3-hydroxy-2-oxo-1-(6-quinolylmethyl)indolin-3-yl]benzenesulfonamide